C(C)OC(CCN(C(=O)N)C1=NN(C2=C(C=CC=C12)OCCN1[C@H](CN(C[C@H]1C)C(=O)OCC1=CC=CC=C1)C)C)=O benzyl (3S,5R)-4-(2-((3-(1-(3-ethoxy-3-oxopropyl) ureido)-1-methyl-1H-indazol-7-yl) oxy) ethyl)-3,5-dimethylpiperazine-1-carboxylate